C(C)(=O)N1CC(C1)N1CCC(CC1)C1=NN(C=2C1=NC(=CC2)C=2SC1=C(N2)C=C(C(=C1C1=CC=C(C=C1)Cl)[C@@H](C(=O)O)OC(C)(C)C)C)C (S)-2-(2-(3-(1-(1-acetylazetidin-3-yl)piperidin-4-yl)-1-methyl-1H-pyrazolo[4,3-b]pyridin-5-yl)-7-(4-chlorophenyl)-5-methylbenzo[d]thiazol-6-yl)-2-(tert-butoxy)acetic acid